3-(4-fluoro-2-methylphenoxy)-N-(4-methyl-3-(methylthio)phenyl)-6-(trifluoromethyl)pyridazine-4-carboxamide FC1=CC(=C(OC=2N=NC(=CC2C(=O)NC2=CC(=C(C=C2)C)SC)C(F)(F)F)C=C1)C